3-((3-butyl-2-methyl-7-(methylthio)-1,1-dioxido-5-phenyl-2,3,4,5-tetrahydrobenzo[f][1,2,5]thiadiazepin-8-yl)amino)benzoic acid C(CCC)C1N(S(C2=C(N(C1)C1=CC=CC=C1)C=C(C(=C2)NC=2C=C(C(=O)O)C=CC2)SC)(=O)=O)C